2-(4-chlorophenoxy)-2-methyl-N-(4-((4-(trifluoromethyl)benzyl)oxy)phenyl)propanamide 2',4',6'-trimethyl-[1,1'-biphenyl]-3-ylpropanoate CC1=C(C(=CC(=C1)C)C)C1=CC(=CC=C1)OC(CC)=O.ClC1=CC=C(OC(C(=O)NC2=CC=C(C=C2)OCC2=CC=C(C=C2)C(F)(F)F)(C)C)C=C1